S1C(=NC2=C1C=CC=C2)C2N(CC(C2)O)C(C(C(C)C)N2N=NC(=C2)C(=O)NC)=O 1-(1-(2-(benzo[d]thiazol-2-yl)-4-hydroxypyrrolidin-1-yl)-3-methyl-1-oxobutan-2-yl)-N-methyl-1H-1,2,3-triazole-4-carboxamide